(R)-5-bromo-2-(1-(tetrahydro-2H-pyran-4-yl)pyrrolidin-3-yl)-2H-indazole BrC1=CC2=CN(N=C2C=C1)[C@H]1CN(CC1)C1CCOCC1